C(CCCCCCC\C=C/CCCCCCCC)(=O)OCCCCOC(CCCCCCC\C=C/CCCCCCCC)=O.[Ti] Titanium butylene dioleate